COC1=CC=C(C=C1)S(=O)(=O)NCCNC1=NC=CC(=N1)C1=C(N=C2SC=CN21)C2=CC(=CC=C2)OC 4-methoxy-N-(2-((4-(6-(3-methoxyphenyl)imidazo[2,1-b]thiazol-5-yl)pyrimidin-2-yl)amino)ethyl)benzenesulfonamide